CC1=C(C=CC(=C1)C)C(\C=C\C1=CC=C(C=C1)O)=O (E)-1-(2,4-Dimethylphenyl)-3-(4-hydroxyphenyl)prop-2-en-1-one